C(C)(C)(C)OC(=O)N1CCN(CC1)C1=CC=C(C=N1)C1=CC2=C(N=C(S2)C2=C(SC=3CN(CCC32)C(=O)OC(C)(C)C)N3CCN(CC3)CCOC)C=C1 tert-butyl 3-(6-(6-(4-(tert-butoxycarbonyl)piperazin-1-yl)pyridin-3-yl)benzo[d]thiazol-2-yl)-2-(4-(2-methoxyethyl)piperazin-1-yl)-4,7-dihydrothieno[2,3-c]pyridine-6(5H)carboxylate